6-chloro-N-[(3S,6R)-6-{5-[2-(trifluoro-methoxy)ethoxy]-1,3,4-oxadiazol-2-yl}piperidin-3-yl]quinazoline ClC=1C=C2C=NCN(C2=CC1)[C@@H]1CN[C@H](CC1)C=1OC(=NN1)OCCOC(F)(F)F